FC(C1=C(OC[C@](CC(C)C)(N)C)C=CC(=C1)C1=CC(=NC=C1)C)F (S)-1-(2-(difluoromethyl)-4-(2-methylpyridin-4-yl)phenoxy)-2,4-dimethyl-pentan-2-amine